F[P-](F)(F)(F)(F)F.C(CC)[N+](CCC)(CCC)CCC tetrapropyl-ammonium hexafluorophosphate